methylpiperidine CN1CCCCC1